2-fluoro-4-(pyrazin-2-yl)benzoyl chloride FC1=C(C(=O)Cl)C=CC(=C1)C1=NC=CN=C1